C12(CC(C1)C2)C2=C(C=C(C=C2)O)B2OC(C(O2)(C)C)(C)C 4-(bicyclo[1.1.1]pentan-1-yl)-3-(4,4,5,5-tetramethyl-1,3,2-dioxaborolan-2-yl)phenol